C(C)(C)(C)OC(=O)N1C(C2CCC(C1)O2)C(=O)O 3-(tert-butoxycarbonyl)-8-oxa-3-azabicyclo[3.2.1]octane-2-carboxylic acid